NC1=C2C([C@]3([C@](OC4=C3C=CC(=C4)[C@@H](C)C4CC4)(C2=CC=C1)O)N)=O (4bR,9bR)-1,9b-Diamino-7-((S)-1-cyclopropylethyl)-4b-hydroxy-4b,9b-dihydro-10H-indeno[1,2-b]benzofuran-10-one